C1=CC=C(C=C1)NC(=S)N phenylthiocarbamide